P(=O)(OCCCCCCCC\C=C/CCCCCCCC)([O-])[O-] oleyl monophosphate